ClC1=CC=C(C=C1)C(C)OC=1C=C(C(=O)N[C@@H](C)C2=NC(=NN2C2=NC=C(C=C2)C#N)C)C=C(C1)C(F)(F)F 3-[1-(4-Chlorophenyl)ethoxy]-N-{(1S)-1-[1-(5-cyanopyridin-2-yl)-3-methyl-1H-1,2,4-triazol-5-yl]ethyl}-5-(trifluoromethyl)benzamide